1-(7-cyano-5-isopropylbenzo[b]thiophen-2-yl)-1H-pyrazole-4-carboxylic acid C(#N)C1=CC(=CC2=C1SC(=C2)N2N=CC(=C2)C(=O)O)C(C)C